(S)-6-((3-fluoroazetidin-1-yl)methyl)-4-methyl-2-(1H-pyrazol-4-yl)-5,7-dihydro-3-oxa-1-thia-7-azaacenaphthylen-8(4H)-one FC1CN(C1)CC1=C2C[C@@H](OC3=C(SC(C(N1)=O)=C32)C=3C=NNC3)C